CC(C)(NC)C1=CC=C(C=C1)N1N=C2C(=CC=CC2=C1)C(=O)N 2-{4-[1-methyl-1-(methylamino)ethyl]phenyl}-2H-indazole-7-carboxamide